4-chloro-6-methylpicolinonitrile ClC1=CC(=NC(=C1)C)C#N